FC1=CC(=C2CCCOC2=C1C#N)CO 7-fluoro-5-(hydroxymethyl)chroman-8-carbonitrile